C1=CC=CC=2C(=CC3=C(C4=C(O3)C=C3OC5=C(C3=C4)C4=CC=CC=C4C(=C5)N)C12)N dinaphtho[1,2-d:1',2'-d']Benzo[1,2-b:5,4-b']Difuran-5,11-diamine